(1-(2-chlorobenzyl)piperidin-4-yl)methylamine ClC1=C(CN2CCC(CC2)CN)C=CC=C1